N1=NNC(C=C1)=O 1,2,3-triazinone